COC1=C(C=C2C(=NC=NC2=C1)NC1=CC(=CC=C1)C=1N=NN(C1)C1=CC(=CC=C1)[N+](=O)[O-])OCCCN1CCOCC1 7-methoxy-N-(3-(1-(3-nitrophenyl)-1H-1,2,3-triazol-4-yl)phenyl)-6-(3-morpholinopropoxy)quinazolin-4-amine